NC1=CC(=NC=N1)NC1=C2C(=NC(=C1)N(C)C13CC(C1)C3)N(C=N2)C N7-(6-Amino-pyrimidin-4-yl)-N5-bicyclo[1.1.1]pent-1-yl-3,N5-dimethyl-3H-imidazo[4,5-b]pyridine-5,7-diamine